N-(3-{4-methyl-6-[1-(propane-1-sulfonamido)propyl]pyridin-3-yl}-1,6-naphthyridin-7-yl)cyclopropanecarboxamide CC1=C(C=NC(=C1)C(CC)NS(=O)(=O)CCC)C=1C=NC2=CC(=NC=C2C1)NC(=O)C1CC1